1-(1-acryloylpyrrolidin-3-yl)-3-(3-methyl-4-phenoxyphenyl)-1,3-dihydro-2H-imidazo[4,5-c]pyridin-2-one C(C=C)(=O)N1CC(CC1)N1C(N(C=2C=NC=CC21)C2=CC(=C(C=C2)OC2=CC=CC=C2)C)=O